COC=1C(=C(C=C(C1C(=O)N1CC2=CC=C(C=C2C1)CN1CCN(CC1)C)C1=C(C=CC(=C1)C)S(=O)(=O)[O-])C1=C(C=CC(=C1)C)S(=O)(=O)[O-])C 5-methoxy-4-methyl-6-(5-((4-methylpiperazin-1-yl) methyl) isoindoline-2-carbonyl)-1,3-phenylenedi(4-methylbenzenesulfonate)